[Gd].[Au] gold-gadolinium